N-(5-(2-acetamidophenyl)thiazol-2-yl)-1-cyanopyrrolidine-3-carboxamide C(C)(=O)NC1=C(C=CC=C1)C1=CN=C(S1)NC(=O)C1CN(CC1)C#N